C(C)(C)C1=NOC(=N1)N1CCC(CC1)N(C1=NN2C(S1)=NC(=C2)C2=CC=C(C=C2)S(=O)(=O)C)C N-(1-(3-isopropyl-1,2,4-oxadiazol-5-yl)piperidin-4-yl)-N-methyl-6-(4-(methylsulfonyl)phenyl)imidazo[2,1-b][1,3,4]thiadiazol-2-amine